benzyl-(4-acetyl-3-(4-(trifluoromethyl)phenyl)-4,5,6,7-tetrahydropyrazolo[1,5-a]pyrimidin-6-yl)carbamate C(C1=CC=CC=C1)OC(NC1CN(C=2N(C1)N=CC2C2=CC=C(C=C2)C(F)(F)F)C(C)=O)=O